ClC1=C(C=C(C=C1)F)C1NC(C2=C3C(=CC(=C12)C1=C(C(=O)N)C=C(C=C1F)C(F)(F)F)COC(N3)=O)=O (7-(2-chloro-5-fluorophenyl)-2,9-dioxo-1,2,4,7,8,9-hexahydro-[1,3]oxazino[4,5-e]isoindol-6-yl)-3-fluoro-5-(trifluoromethyl)benzamide